C1(CC1)C=1C=C(C=CC1)C(=O)N1CCC2(C(N3[C@H](O2)CC[C@H]3C3=CC(=CC=C3)F)=O)CC1 (5'S,7a'R)-1-(3-cyclopropylbenzene-1-carbonyl)-5'-(3-fluorophenyl)tetra-hydro-3'H-spiro-[piperidine-4,2'-pyrrolo[2,1-b][1,3]-oxazol]-3'-one